BrC1=CC(=CC=2OCCOC21)OC2=CC(=CC=C2)C(F)(F)F 5-bromo-7-(3-(trifluoromethyl)phenoxy)-2,3-dihydrobenzo[b]-[1,4]dioxine